Ethyl 2-(2-(Quinolin-8-yl)Thiazol-4-yl)Acetate N1=CC=CC2=CC=CC(=C12)C=1SC=C(N1)CC(=O)OCC